NC1=CC=C(C=C1)N1CCN(CC1)C1=CC=C(C=C1)O 4-[4-(4-aminophenyl)piperazin-1-yl]phenol